NCC(=O)OCCO ethylene glycol aminoacetate